tert-Butyl (S)-(4-amino-4-(5-phenyloxazol-2-yl)butyl)carbamate N[C@@H](CCCNC(OC(C)(C)C)=O)C=1OC(=CN1)C1=CC=CC=C1